FC1=C(C=C(C=C1F)C1=C(C=CC=C1C)C)[C@H](CC(=O)O)NC([C@H](CC(C)C)N1C(C=C(C(=C1)CCN(C)C)C)=O)=O (S)-3-(4,5-difluoro-2',6'-dimethyl-[1,1'-biphenyl]-3-yl)-3-((S)-2-(5-(2-(dimethylamino)ethyl)-4-methyl-2-oxopyridin-1(2H)-yl)-4-methylpentanamido)propanoic acid